CC(C)S(=O)(=O)OC=1C=C(C=CC1)NC(=O)NC1=CC=C(C=C1)OS(=O)(=O)C(C)C N-[3-(2-propanesulfonyloxy)phenyl]-N'-[4-(2-propanesulfonyloxy)phenyl]urea